(±)-cis-3-phenyl-4-{[(4-nitrophenyl)carbonyl]Oxy}pyrrolidine-1-carboxylic acid tert-butyl ester C(C)(C)(C)OC(=O)N1C[C@H]([C@H](C1)OC(=O)C1=CC=C(C=C1)[N+](=O)[O-])C1=CC=CC=C1 |r|